4-(3-benzyloxy-2,6-dimethyl-phenyl)-1-ethyl-3-imidazol-1-yl-pyrrolo[2,3-b]pyridine-6-carbonitrile C(C1=CC=CC=C1)OC=1C(=C(C(=CC1)C)C1=C2C(=NC(=C1)C#N)N(C=C2N2C=NC=C2)CC)C